O1C=NC2=C1C=CC(=C2)C2=C(C1=C(CCC2)C=C(C=C1)C(=O)O)C1=CC=C(C=C1)O[C@@H]1CN(CC1)CCCF 6-Benzooxazol-5-yl-5-{4-[(S)-1-(3-fluoropropyl)-pyrrolidin-3-yloxy]-phenyl}-8,9-dihydro-7H-benzo-cycloheptene-2-carboxylic acid